CN1C(=NC=C1[N+](=O)[O-])\C=C/1\C(N=C(S1)N1CCN(CC1)CCCO)=O (5Z)-5-[(1-methyl-5-nitro-1H-imidazol-2-yl)methylene]-2-[4-(3-hydroxypropyl)piperazin-1-yl]-4(5H)thiazolone